Rac-(5r,7r,8r)-8-(5-bromo-6-methoxy-2H-indazol-2-yl)-2,7-dimethyl-2-azaspiro[4.5]decan-1-one BrC1=CC2=CN(N=C2C=C1OC)[C@H]1[C@@H](C[C@@]2(CCN(C2=O)C)CC1)C |r|